FC1=C(CNC2=CC=C3C(=N2)CN(C3=O)CCNC(C)=O)C(=CC=C1)OC N-(2-(2-((2-fluoro-6-methoxybenzyl)amino)-5-oxo-5,7-dihydro-6H-pyrrolo[3,4-b]pyridin-6-yl)ethyl)acetamide